CN1N=C(C=C1B(O)O)C (1,3-dimethyl-1H-pyrazol-5-yl)-boronic acid